rel-(4-(4-((3-(2,3-difluoro-4-methoxyphenyl)imidazo[1,2-a]pyrazin-8-yl)amino)-2-methylbenzoyl)piperazin-1-yl)((3R,4S)-3,4-dihydroxypiperidin-3-yl)methanone FC1=C(C=CC(=C1F)OC)C1=CN=C2N1C=CN=C2NC2=CC(=C(C(=O)N1CCN(CC1)C(=O)[C@]1(CNCC[C@@H]1O)O)C=C2)C |o1:34,39|